N-[1-(2,2-difluoroethyl)-5-methyl-1H-pyrazol-3-yl]-4-methyl-3-[2-(pyridin-3-yl)ethynyl]benzamide FC(CN1N=C(C=C1C)NC(C1=CC(=C(C=C1)C)C#CC=1C=NC=CC1)=O)F